BrC=1C(=NC=C(C1)F)[C@H](CCC=C)N[S@@](=O)C(C)(C)C (S)-N-((S)-1-(3-bromo-5-fluoropyridin-2-yl)pent-4-en-1-yl)-2-methylpropane-2-sulfinamide